7-[[5-(4-methylpiperazin-1-yl)-2-pyridyl]amino]-4-(6-methyl-1H-pyrrolo[2,3-b]pyridin-3-yl)-2,3-dihydropyrrolo[3,4-c]pyridin-1-one CN1CCN(CC1)C=1C=CC(=NC1)NC=1C2=C(C(=NC1)C1=CNC3=NC(=CC=C31)C)CNC2=O